N1=CC(=CC=C1)NC1=NC=CC(=C1)C(=O)O 2-(3-Pyridylamino)pyridine-4-carboxylic acid